tert-butyl 7-{[4-(methanesulfonylmethyl) phenyl] amino}-1,2,3,4-tetrahydro-2,6-naphthyridine-2-carboxylate CS(=O)(=O)CC1=CC=C(C=C1)NC1=NC=C2CCN(CC2=C1)C(=O)OC(C)(C)C